(1s,3s)-3-(5-methylbenzo[d]thiazol-4-yl)cyclobutan-1-ol CC=1C=CC2=C(N=CS2)C1C1CC(C1)O